COC(=O)C=1C(N(C(=CC1C1=CC(=C(C=C1)Cl)Cl)C)C1=C(C=C(C=C1)F)F)=O 4-(3,4-dichlorophenyl)-1-(2,4-difluorophenyl)-6-methyl-2-oxo-pyridine-3-carboxylic acid methyl ester